C[C@@H]1CN(CCN1C)C1=CC2=C(N=C(N=C2O)C)C=N1 (R)-6-(3,4-dimethylpiperazin-1-yl)-2-methylpyrido[3,4-d]pyrimidin-4-ol